1-(4-chloro-3-methoxyphenyl)-N-[3-(4-ethyl-5-fluoro-6-oxo-1,6-dihydropyrimidin-2-yl)-2-fluoro-4-(trifluoromethyl)benzyl]piperidine-4-carboxamide ClC1=C(C=C(C=C1)N1CCC(CC1)C(=O)NCC1=C(C(=C(C=C1)C(F)(F)F)C=1NC(C(=C(N1)CC)F)=O)F)OC